ClC=1C(=NC(=NC1)N[C@H]1[C@@H]([C@@H]2CO[C@H]([C@@H]1F)O2)O)C=2C=C(C1=C(N(C(=N1)C(C)(C)O)C(C)C)C2)F (1S,2S,3S,4R,5S)-3-((5-chloro-4-(4-fluoro-2-(2-hydroxypropan-2-yl)-1-isopropyl-1H-benzo[d]imidazol-6-yl)pyrimidin-2-yl)amino)-4-fluoro-6,8-dioxabicyclo[3.2.1]octan-2-ol